C(C)(C)(C)OC(=O)NC=1NC(C2=C(N1)N(C=C2)CC(=O)O)=O 2-(2-((tert-butoxycarbonyl)amino)-4-oxo-3,4-dihydro-7H-pyrrolo[2,3-d]pyrimidin-7-yl)acetic acid